[2-(2-methoxyphenyl)pyrimidin-4-yl]pyrrolidin COC1=C(C=CC=C1)C1=NC=CC(=N1)N1CCCC1